C1CCC2=C(C=CC=C12)C1C(CC=2C(=NC(=NC2C1)OCC1N(CCC1)C)N1CC(N(CC1)C(C=C)=O)CC#C)C 1-(4-(7-(2,3-dihydro-1H-inden-4-yl)-6-methyl-2-((1-methylpyrrolidin-2-yl)methoxy)-5,6,7,8-tetrahydroquinazolin-4-yl)-2-(prop-2-yn-1-yl)piperazin-1-yl)prop-2-en-1-one